C(C)OC1=C(O[C@H]2CN(CCC2)C2=CN=CC(=N2)NC(CCC2=CC=C(C=C2)CCC(=O)O)=O)C=CC=C1 (R)-3-(4-(3-((6-(3-(2-ethoxyphenoxy)piperidin-1-yl)pyrazin-2-yl)amino)-3-oxopropyl)phenyl)propanoic acid